2-(6-bromo-2-oxo-3-(phenethylamino)pyrazin-1(2H)-yl)acetamide BrC1=CN=C(C(N1CC(=O)N)=O)NCCC1=CC=CC=C1